C12(CC3CC(CC(C1)C3)C2)[C@H]2[C@H](C3=CC=C(C=C3CC2)OC)C2=CC=C(C=C2)N2CCC(CC2)C(OC)OC 1-(4-((1S,2R)-2-((3R,5R,7R)-adamantan-1-yl)-6-methoxy-1,2,3,4-tetrahydronaphthalen-1-yl)phenyl)-4-(dimethoxymethyl)piperidine